C(C=CC=CC(C=CC)O)O non-2,4,7-triene-1,6-diol